N-[5-(5-formylamino-2-methyl-1-oxo-1,2-dihydro-isoquinolin-4-yl)-2-methyl-phenyl]-methanesulfonamide C(=O)NC1=C2C(=CN(C(C2=CC=C1)=O)C)C=1C=CC(=C(C1)NS(=O)(=O)C)C